Cl.C(CCC)#N butyronitril hydrochloride